(R)-decyl ((7-methyl-5-(3-(4-(1-methylpiperidin-4-yl)piperazin-1-yl)-3-oxo-2-(4-(2-oxo-1,2-dihydroquinolin-3-yl)piperidine-1-carboxamido)propyl)-1H-indazol-1-yl)methyl) carbonate C(OCCCCCCCCCC)(OCN1N=CC2=CC(=CC(=C12)C)C[C@H](C(=O)N1CCN(CC1)C1CCN(CC1)C)NC(=O)N1CCC(CC1)C=1C(NC2=CC=CC=C2C1)=O)=O